FC=1C=C(C=CC1)C(C(=O)N1[C@H]([C@@H]2[C@H](C1)CCC2)C(=O)N[C@H](C[C@@H]2C(NCC2)=O)C(CF)=O)(F)F (1R,3aR,6aS)-2-(2-(3-fluorophenyl)-2,2-difluoroacetyl)-N-((R)-4-fluoro-3-oxo-1-((R)-2-oxopyrrolidin-3-yl)butan-2-yl)octahydrocyclopenta[c]pyrrole-1-carboxamide